(1-heptylnonyl)(2-isopropylhexyl)phosphinic acid C(CCCCCC)C(CCCCCCCC)P(O)(=O)CC(CCCC)C(C)C